CC1=COC2=C1C=C(C=C2)S(NCCC2=CC(=CC=C2)Br)(=O)=O 3-methyl-5-(N-(3-bromophenylethyl)sulfamoyl)benzofuran